C1(=CC=C(C=C1)C1=NC(=NC(=N1)C1=CC=C(C=C1)C1=CC=CC=C1)C1=CC(=CC(=C1)C=1C2=CC=CC=C2C=2C=CC=CC2C1)C1=CC=NC=C1)C1=CC=CC=C1 4,6-bis(biphenyl-4-yl)-2-[3-(4-pyridyl)-5-(9-phenanthryl)phenyl]-1,3,5-triazine